FC=1C=NN2C1C=C(C=C2)CN(C(=O)NC2=CC=C(C=C2)OC(F)(F)F)C(C)C 1-((3-Fluoropyrazolo[1,5-a]pyridin-5-yl)methyl)-1-isopropyl-3-(4-(trifluoromethoxy)phenyl)urea